2-fluoro-6-(4-fluoro-2-methylphenoxy)-N-(3-(N-hydroxycarbamimidoyl)-4-methoxyphenyl)-3-(trifluoromethyl)benzamide FC1=C(C(=O)NC2=CC(=C(C=C2)OC)C(NO)=N)C(=CC=C1C(F)(F)F)OC1=C(C=C(C=C1)F)C